COC1=CC=C(CNS(=O)(=O)C2=CN(C3=CC=C(C=C23)C=2C=NC(=NC2)C)CC(=O)OC(C)(C)C)C=C1 tert-Butyl 2-(3-(N-(4-methoxybenzyl)sulfamoyl)-5-(2-methylpyrimidin-5-yl)-1H-indol-1-yl)acetate